(methyl)amine Hydrochloride Cl.CN